1,4-Dihydro-1,6-dimethyl-2,4-dioxo-5-propoxy-N-[(tetrahydro-2-furanyl)methyl]pyrido[2,3-d]pyrimidine-3(2H)-acetamide CN1C(N(C(C2=C1N=CC(=C2OCCC)C)=O)CC(=O)NCC2OCCC2)=O